CC1=CC(=CC=C1)S(=O)(=O)OC1=CC=C(C=C1)NC(NC1=CC=C(C=C1)OS(=O)(=O)C=1C=C(C)C=CC1)=O bis-[4-(m-toluenesulfonyloxy)phenyl]urea